FC(CN1N=C2N(C(N(CC2=C1)C1CCN(CC1)C1=C(C=CC=C1C)F)=O)CC1=NC=CC=C1C(F)(F)F)(C)F 2-(2,2-Difluoro-propyl)-5-[1-(2-fluoro-6-methyl-phenyl)-piperidin-4-yl]-7-(3-trifluoromethyl-pyridin-2-ylmethyl)-2,4,5,7-tetrahydro-pyrazolo[3,4-d]pyrimidin-6-on